C(C1=CC=CC=C1)N1CC(=C(C=C1)CN1CCN(CC1)C1=C(C=CC=C1)OC)O 1-Benzyl-3-hydroxy-4-[4-(2-methoxyphenyl)piperazin-1-ylmethyl]pyridin